COC12C(NCC1)CN(C2)C2=NC=1CCC(CC1C=C2)NC(=O)C2=C(C1=C(N=C(N=C1C)C)S2)N N-(2-{3a-methoxy-octahydropyrrolo[3,4-b]pyrrol-5-yl}-5,6,7,8-tetrahydroquinolin-6-yl)-5-amino-2,4-dimethylthieno[2,3-d]pyrimidine-6-carboxamide